[Rh].[Pd].C1NCC12CC(C2)N2N=CC(=C2)C2=NC1=C(C(=CC=C1N=C2)OC2=CC1=C(N=C(N1)C)C=C2)Cl 2-[1-(2-azaspiro[3.3]heptan-6-yl)pyrazol-4-yl]-8-chloro-7-[(2-methyl-3H-benzimidazol-5-yl)oxy]quinoxaline palladium-rhodium